(S)-quinuclidin-3-yl (6-(3-isopropylphenyl)-2,2-dimethyl-1,2,3,4-tetrahydronaphthalen-1-yl)carbamate C(C)(C)C=1C=C(C=CC1)C=1C=C2CCC(C(C2=CC1)NC(O[C@@H]1CN2CCC1CC2)=O)(C)C